3-methyl-2-{N-methyl-1-[(3S)-1-methylpyrrolidin-3-yl]formamido}butanamide CC(C(C(=O)N)N(C(=O)[C@@H]1CN(CC1)C)C)C